COCCN1C(C2=CC=C(C=C2C1)NC(N)=O)=O 3-(2-(2-methoxyethyl)-1-oxoisoindolin-5-yl)urea